FC(C1=NN=C(O1)C1=CN=C(S1)CN1C2=C(CC[C@H](C1=O)C)C=CN=C2)F (R)-1-((5-(5-(difluoromethyl)-1,3,4-oxadiazol-2-yl)thiazol-2-yl)methyl)-3-methyl-4,5-dihydro-1H-pyrido[3,4-b]azepin-2(3H)-one